ClC1=CC=C(C=C1)C=1C=C(C=2N(C1)C=C(N2)C2=CC=CC=C2)C2=CC=C(C=C2)Cl 6,8-bis(4-chlorophenyl)-2-phenylimidazo[1,2-a]pyridine